N-(5,6-difluoro-1H-indol-3-yl)-3,4-dihydroisoquinoline-2(1H)-carboxamide FC=1C=C2C(=CNC2=CC1F)NC(=O)N1CC2=CC=CC=C2CC1